1-(5-amino-6-(thiophene-3-yl)-2H-indazol-2-yl)-2-methylpropan-2-ol NC1=CC2=CN(N=C2C=C1C1=CSC=C1)CC(C)(O)C